COC(C)=O 2-methoxy-2-oxoethane